3,3-Diphenyl-1,3-dihydro-2,1-benzothiazol-2,2-dioxid C1(=CC=CC=C1)C1(S(NC2=C1C=CC=C2)(=O)=O)C2=CC=CC=C2